C(C)(C)NC1CN(CC1)C1=CC=C(C=C1)N1C=NC(=C1)NC=1N=CC(=NC1)C#N 5-((1-(4-(3-(Isopropylamino)pyrrolidin-1-yl)phenyl)-1H-imidazol-4-yl)amino)pyrazine-2-carbonitrile